N-(2-chloro-3'-(7-cyano-5-((3-fluoroazetidin-1-yl)methyl)benzo[d]oxazol-2-yl)-2'-methyl-[1,1'-biphenyl]-3-yl)-1,5-dimethyl-4,5,6,7-tetrahydro-1H-imidazo[4,5-c]pyridine-2-carboxamide ClC1=C(C=CC=C1NC(=O)C=1N(C2=C(CN(CC2)C)N1)C)C1=C(C(=CC=C1)C=1OC2=C(N1)C=C(C=C2C#N)CN2CC(C2)F)C